6-nitrobenzo[d][1,3]dioxin-5-yl acetate C(C)(=O)OC1=C(C=CC=2OCOCC21)[N+](=O)[O-]